α-ethyl-δ-valerolactone C(C)C1C(=O)OCCC1